5-(3-iodophenyl)thio-3-(1-(tert-butyl)piperidin-4-yl)-1H-indole IC=1C=C(C=CC1)SC=1C=C2C(=CNC2=CC1)C1CCN(CC1)C(C)(C)C